5-(4-(9-fluorenylmethyloxycarbonyl)aminomethyl-3,5-dimethoxyphenoxy)-valeric acid C1=CC=CC=2C3=CC=CC=C3C(C12)COC(=O)NCC1=C(C=C(OCCCCC(=O)O)C=C1OC)OC